N-acetyl-3-trifluoromethyl-aniline C(C)(=O)NC1=CC(=CC=C1)C(F)(F)F